ClC(C(F)(F)F)=C(C(F)(F)F)F 2-chloro-1,1,1,3,4,4,4-heptafluorobut-2-ene